(bicyclo[2.2.1]hept-5-en-2-ylmethoxy)(methyl)silane C12C(CC(C=C1)C2)CO[SiH2]C